cyanamide methyl-formate calcium salt [Ca+2].COC=O.N#C[NH-].N#C[NH-]